[2-[2-cyano-5-(trifluoromethyl)phenyl]sulfanylethyl]malononitrile C(#N)C1=C(C=C(C=C1)C(F)(F)F)SCCC(C#N)C#N